N-[3-(2-chloro-5-fluorophenyl)-6-(1-methyl-6-oxo-1,6-dihydropyridin-3-yl)-1-oxo-2,3-dihydro-1H-isoindol-4-yl]-3-fluoro-5-(trifluoromethyl)benzamide ClC1=C(C=C(C=C1)F)C1NC(C2=CC(=CC(=C12)NC(C1=CC(=CC(=C1)C(F)(F)F)F)=O)C1=CN(C(C=C1)=O)C)=O